CC(=O)NC1=CC=C(C=C1)OC(F)(F)F 4-(trifluoromethoxy)acetanilide